N-{6-[(2-aminophenyl)amino]-6-oxohexyl}-3-{4-[(3,5-difluorophenyl)amino]phenyl}-1H-pyrazole-5-carboxamide NC1=C(C=CC=C1)NC(CCCCCNC(=O)C1=CC(=NN1)C1=CC=C(C=C1)NC1=CC(=CC(=C1)F)F)=O